O1CCN(CC1)C=1C=CC2=C(NC(=N2)C=2C(NC3=CC=CC=C3C2)=O)C1 3-(6-morpholino-1H-benzo[d]imidazol-2-yl)quinolin-2(1H)-one